4-(2-morpholinopyridin-4-yl)-7-methoxyquinazoline-4,6-diamine O1CCN(CC1)C1=NC=CC(=C1)C1(NC=NC2=CC(=C(C=C12)N)OC)N